FC1=C(C(=C(C(=C1OB(O)O)F)F)F)F (pentafluorophenyl)boric acid